C1CCC2=C(C=3CCCC3C=C12)NC(=O)C(C1=CC=CC=C1)OC(C(=O)O)CC1=NC=CN=C1.C1CCC2=C(C=3CCCC3C=C12)NC(=O)O[C@@H](C(=O)O)CC1=NC=CN=C1 (2R)-2-{[(1,2,3,5,6,7-hexahydro-s-indacen-4-yl)carbamoyl]Oxy}-3-(pyrazin-2-yl)propionic acid 2-{[(1,2,3,5,6,7-hexahydro-s-indacen-4-yl)carbamoyl]Benzyl-oxy}-3-(pyrazin-2-yl)propionate